6-(4-(4-Fluorophenyl)-1H-imidazol-5-yl)benzo[d]thiazole FC1=CC=C(C=C1)C=1N=CNC1C1=CC2=C(N=CS2)C=C1